3-butyl-3-ethyl-7-(methylthio)-1,1-dioxido-5-phenyl-2,3,4,5-tetrahydro-1,5-benzothiazepin C(CCC)C1(CS(C2=C(N(C1)C1=CC=CC=C1)C=C(C=C2)SC)(=O)=O)CC